FC1=C(C=CC=2C(C3=C([Se]CC21)C=CC=C3)N3N2C(C(N1C3COCC1)=O)=C(C(C=C2)=O)O)F 12-(7,8-Difluoro-6,11-Dihydrodibenzo[b,e]Selenepin-11-yl)-7-Hydroxy-3,4,12,12a-Tetrahydro-1H-[1,4]Oxazino[3,4-c]Pyrido[2,1-f][1,2,4]Triazine-6,8-Dione